2-(8-fluoro-4-methyl-6-(4,4,5,5-tetramethyl-1,3,2-dioxaborolan-2-yl)cinnolin-3-yl)propan-2-ol FC=1C=C(C=C2C(=C(N=NC12)C(C)(C)O)C)B1OC(C(O1)(C)C)(C)C